CC(C)(CC)C1=C(C=C(C=C1O)C(C)(CC)C)O 2,5-Bis(2-methylbutan-2-yl)benzene-1,3-diol